2-(3-(cyclopropylmethyl)-5-(4-fluoro-3-(4-methylthiophen-2-yl)phenyl)-4-(2-fluoro-4-sulfamoylbenzyl)-1H-pyrazol-1-yl)thiazole-4-carboxylic acid C1(CC1)CC1=NN(C(=C1CC1=C(C=C(C=C1)S(N)(=O)=O)F)C1=CC(=C(C=C1)F)C=1SC=C(C1)C)C=1SC=C(N1)C(=O)O